OC1=CC=C(OC2CN(C2)C=2C(=C(C(=O)O)C=CC2)N2C=CC=C2)C=C1 3-(3-(4-hydroxyphenoxy)azetidin-1-yl)-2-(1H-pyrrol-1-yl)benzoic acid